(R)-(4-cyclopropyl-3,4-dihydroquinoxalin-1(2H)-yl)(1-(1-phenylethyl)-1H-imidazol-5-yl)methanone C1(CC1)N1CCN(C2=CC=CC=C12)C(=O)C1=CN=CN1[C@H](C)C1=CC=CC=C1